NCCC=1C=NC(=NC1)C1=C(C=C(C=C1)F)C(=O)C=1C=NN(C1)C [2-[5-(2-aminoethyl)pyrimidin-2-yl]-5-fluorophenyl]-(1-methylpyrazol-4-yl)methanone